Ethyl N-(1-((S)-2-(4-amino-3-chlorobenzamido)-3,3-dimethylbutanoyl)pyrrolidine-2-carboxamido)-N-((E)-4-(benzylamino)-4-oxobut-2-enoyl)glycinate NC1=C(C=C(C(=O)N[C@H](C(=O)N2C(CCC2)C(=O)NN(CC(=O)OCC)C(\C=C\C(=O)NCC2=CC=CC=C2)=O)C(C)(C)C)C=C1)Cl